[N+](=O)([O-])C1=CC=C(OCC2=CC=C(C=C2)CNC(OC(C)(C)C)=O)C=C1 tert-Butyl N-[[4-[(4-nitrophenoxy)methyl]phenyl]methyl]carbamate